2-(3-ethylsulfonyl-7-iodo-imidazo[1,2-a]pyridin-2-yl)-3-methyl-6-(trifluoro-methyl)imidazo[4,5-b]pyridine C(C)S(=O)(=O)C1=C(N=C2N1C=CC(=C2)I)C2=NC=1C(=NC=C(C1)C(F)(F)F)N2C